ClC1=CC(=C(C=N1)NC(=O)C1(CN(C1)CC1(CC1)F)C1=C(C=CC=C1)C(C)C)OC N-(6-chloro-4-methoxypyridin-3-yl)-1-((1-fluorocyclopropyl)methyl)-3-(2-isopropylphenyl)azetidine-3-carboxamide